C(C1=CC=CC=C1)OC1=C(C=CC=C1)C1=CC(=CC=C1C(F)(F)F)C[C@]1(C[C@H](CC1)NS(=O)(=O)C)C(=O)N (1R,3S)-1-((2'-(benzyloxy)-6-(trifluoromethyl)-[1,1'-biphenyl]-3-yl)methyl)-3-(methylsulfonamido)cyclopentane-1-carboxamide